O=C1NCC2=NC=C(C=C21)/C(=C/C(=O)OCC)/C Ethyl (E)-3-(5-oxo-6,7-dihydro-5H-pyrrolo[3,4-b]pyridin-3-yl)but-2-enoate